(1R,3S,4R)-2-((3-chloro-2-methylphenyl)glycyl)-5,5-difluoro-N-((R,Z)-4-fluoro-4-(methylsulfonyl)-1-((R)-2-oxopyrrolidin-3-yl)but-3-en-2-yl)-2-azabicyclo[2.2.2]octane-3-carboxamide ClC=1C(=C(C=CC1)NCC(=O)N1[C@H]2CC([C@@H]([C@H]1C(=O)N[C@H](C[C@@H]1C(NCC1)=O)\C=C(/S(=O)(=O)C)\F)CC2)(F)F)C